3-(triethoxysilyl)propyl-di-n-dodecylmethyl-ammonium chloride [Cl-].C(C)O[Si](CCC[N+](C)(CCCCCCCCCCCC)CCCCCCCCCCCC)(OCC)OCC